COC1=C(C(=CC=C1)OC)N1C(=NC=2C1=NC=C(N2)NS(=O)(=O)CC2(CNC2)O)C2=NC(=CC=C2)OCC N-(1-(2,6-Dimethoxyphenyl)-2-(6-ethoxypyridin-2-yl)-1H-imidazo[4,5-b]pyrazin-5-yl)-1-(3-hydroxyazetidine-3-yl)methanesulfonamide